(S)-2-(1-cyclopropylethyl)-5-(1-methyl-3-((6-(2-oxopyrrolidin-1-yl)pyridin-2-yl)amino)-1H-pyrazol-5-yl)-7-(methylsulfonyl)isoindolin-1-one C1(CC1)[C@H](C)N1C(C2=C(C=C(C=C2C1)C1=CC(=NN1C)NC1=NC(=CC=C1)N1C(CCC1)=O)S(=O)(=O)C)=O